CC1=CC(=NN1C1OCCCC1)C1(NC(NC1=O)=O)CCC(=O)OC(C)(C)C Tert-butyl 3-(4-(5-methyl-1-(tetrahydro-2H-pyran-2-yl)-1H-pyrazol-3-yl)-2,5-dioxoimidazolidin-4-yl)propanoate